COC(=O)[C@@H]1O[C@@H]([C@@H]([C@@H]([C@H]1O)N1N=NC(=C1)C1=CC(=C(C(=C1)F)F)F)O)CO (2R,3R,4S,5R,6R)-3,5-dihydroxy-6-(hydroxymethyl)-4-(4-(3,4,5-trifluorophenyl)-1H-1,2,3-triazol-1-yl)tetrahydro-2H-pyran-2-carboxylic acid methyl ester